O1OCOCCC1 1,2,4-trioxepane